C(C)N(C(C1=C(C=CC=C1)B1OC(C(O1)(C)C)(C)C)=O)C(C)C N-Ethyl-N-isopropyl-2-(tetramethyl-1,3,2-dioxaborolan-2-yl)benzamide